2-(1-fluoro-2-naphthyl)-3-(pyridin-4-yl)-4,5,6,7-tetrahydropyrazolo[1,5-a]pyrazin-5-ium chloride [Cl-].FC1=C(C=CC2=CC=CC=C12)C1=NN2C(C[NH2+]CC2)=C1C1=CC=NC=C1